6-(chloromethyl)-2-(6-(ethylamino)-4-(1-methyl-4-(4-methyl-4H-1,2,4-triazol-3-yl)-1H-pyrazol-5-yl)pyridin-2-yl)-4-(trifluoromethyl)isoindolin-1-one ClCC1=CC(=C2CN(C(C2=C1)=O)C1=NC(=CC(=C1)C1=C(C=NN1C)C1=NN=CN1C)NCC)C(F)(F)F